phenylbutyne-3-ol C1(=CC=CC=C1)C#CC(C)O